cis-1-(2-chlorothieno[2,3-d]pyrimidin-6-yl)-3-(trifluoromethoxy)cyclobutyl acetate C(C)(=O)OC1(CC(C1)OC(F)(F)F)C1=CC2=C(N=C(N=C2)Cl)S1